C(=O)O.CN(C)CC1=C(C=CC(=N1)NC=1C2=C(C(=NC1)C1=C3C(=NC=C1)N(C=C3)C)CNC2=O)C2CCOCC2 7-[[6-[(dimethylamino)-methyl]-5-tetrahydropyran-4-yl-2-pyridyl]amino]-4-(1-methylpyrrolo[2,3-b]pyridin-4-yl)-2,3-dihydropyrrolo[3,4-c]pyridin-1-one Formic acid salt